(1S,2S,4R,6R)-6-aminobicyclo[2.2.1]heptan-2-ol N[C@@H]1C[C@@H]2C[C@@H]([C@H]1C2)O